C(C)OC(C(CC(C)C)N1C(C=CC(=C1)CCN(C)C)=O)=O.CN(CCC=1C=CC(N(C1)C(C(=O)O)CC(C)C)=O)C 2-(5-(2-(dimethylamino)ethyl)-2-oxopyridin-1(2H)-yl)-4-methylpentanoic acid Ethyl-2-(5-(2-(dimethylamino)ethyl)-2-oxopyridin-1(2H)-yl)-4-methylpentanoate